2-[(4-cyclopentylpiperazin-1-yl)methyl]-1H-indole C1(CCCC1)N1CCN(CC1)CC=1NC2=CC=CC=C2C1